C(C)(C)(C)C(C(=O)O)N1C=NC(=C1C1=C2C(=NC=C1)NC=C2)C2=CC=C(C=C2)F.COC(=O)CC2=CC=C1C(NS(=O)(=O)C1=C2)=O 6-(methoxycarbonylmethyl)saccharin tert-butyl-2-[4-(4-fluorophenyl)-5-{1H-pyrrolo[2,3-b]pyridin-4-yl}-1H-imidazol-1-yl]acetate